N(C1=CC=CC=C1)C=1C(=NN(C(C1)=O)C1=C(C=CC=C1)F)C(=O)OC Methyl 4-anilino-1-(2-fluorophenyl)-6-oxo-pyridazine-3-carboxylate